4-Fluorobenzyl 5-acetyl-2,6-dimethyl-4-(thieno[2,3-b]pyridin-3-yl)-1,4-dihydropyridin-3-carboxylat C(C)(=O)C=1C(C(=C(NC1C)C)C(=O)OCC1=CC=C(C=C1)F)C1=CSC2=NC=CC=C21